FC1(C(C1)OC=1C=C2C(=CC=NC2=CC1OC)O)F 6-(2,2-difluorocyclopropoxy)-7-methoxyquinolin-4-ol